(4aR,8aS)-6-[6-[[3-(difluoromethyl)-1H-pyrazol-5-yl]methyl]-2-azaspiro[3.3]heptane-2-carbonyl]-4,4a,5,7,8,8a-hexahydropyrido[4,3-b][1,4]oxazin-3-one FC(C1=NNC(=C1)CC1CC2(CN(C2)C(=O)N2C[C@@H]3[C@@H](OCC(N3)=O)CC2)C1)F